NC=1C=2N(C3=CC(=C(C=C3N1)F)C(=O)N(C)[C@@H]1[C@H]3[C@@H](C=4C=C(C=CC14)Br)C3)C=NC2 4-amino-N-((1aS,6R,6aR)-3-bromo-1,1a,6,6a-tetrahydrocyclopropa[a]inden-6-yl)-7-fluoro-N-methylimidazo[1,5-a]quinoxaline-8-carboxamide